3-(4-hydroxy-4-(trifluoromethyl)piperidine-1-carbonyl)-5-(2,4,5-trifluoro-3-hydroxyphenyl)isoxazole-4-carbonitrile OC1(CCN(CC1)C(=O)C1=NOC(=C1C#N)C1=C(C(=C(C(=C1)F)F)O)F)C(F)(F)F